(Z)-3,7,11-trimethyldodeca-6,10-dienal CC(CC=O)CC\C=C(/CCC=C(C)C)\C